CC1(CCN(CC1)C=1OC2=C(C=C(C=C2C(C1)=O)C)C(C)NC1=NNC=C1C(=O)O)C 3-((1-(2-(4,4-dimethylpiperidin-1-yl)-6-methyl-4-oxo-4H-chromen-8-yl)ethyl)amino)-1H-pyrazole-4-carboxylic acid